C1(CC1)C(=O)N1CC(C1)(N1N=CC(=C1)C=1C=CC2=C(N(C(CC(=C2)C=2OC(=CN2)C)=O)CC2=CC=C(C=C2)OC)C1)CC#N 2-(1-(Cyclopropanecarbonyl)-3-(4-(1-(4-methoxybenzyl)-4-(5-methyloxazol-2-yl)-2-oxo-2,3-dihydro-1H-benzo[b]azepin-8-yl)-1H-pyrazol-1-yl)azetidin-3-yl)acetonitrile